Butylene glycol formate C(=O)OCCCCO